CC1=NC=CC=C1 methylpyridin